bis(ethylene) chloride rhodium [Rh+3].[Cl-].C=C.C=C.[Cl-].[Cl-]